C(C)(C)(C)OC(N[C@H](C([2H])([2H])N1C(=C(C2=C1N=CN=C2N)C=2C=NC1=CC=CC=C1C2)Br)CC=C)=O (S)-(1-(4-amino-6-bromo-5-(quinolin-3-yl)-7H-pyrrolo[2,3-d]pyrimidin-7-yl)pent-4-en-2-yl-1,1-d2)carbamic acid tert-butyl ester